C(C)OC(=O)C=1C(N(C(N(C1N)C)=O)C1CC1)=O 6-amino-3-cyclopropyl-1-methyl-2,4-dioxo-1,2,3,4-tetrahydropyrimidine-5-carboxylic acid ethyl ester